tert-butyl (R)-3-methylsulfonyloxypiperidine-1-carboxylate CS(=O)(=O)O[C@H]1CN(CCC1)C(=O)OC(C)(C)C